3-methylcyclohexyltriethoxysilane CC1CC(CCC1)[Si](OCC)(OCC)OCC